OC1=C(C=C(C=C1)C=CCC)OC 4-(4-hydroxy-3-methoxyphenyl)-3-buten